OC=1C=C(C=2C(C3=CC=C(C=C3C(C2C1)(C)O)O)=O)C 3,6,10-trihydroxy-1,10-DIMETHYLANTHRACEN-9(10H)-one